(R)-5,5-dimethyl-8-(1-(methylsulfonyl)spiro[indolin-3,4'-piperidin]-1'-carbonyl)-3,6-dioxo-11-phenyl-2,10-dioxa-4,7-diazadodecyl isobutyrate C(C(C)C)(=O)OCOC(NC(C(N[C@H](COC(C)C1=CC=CC=C1)C(=O)N1CCC2(CC1)CN(C1=CC=CC=C12)S(=O)(=O)C)=O)(C)C)=O